C(C)C=1C(=C(C(=CC1C(C)(C)C)C)P(O)(O)(O)C1=C(C=C(C=C1C)C(C)(C)C)C(C)(C)C)C(C)(C)C.CN1CCN(CC1)CCCOC1=CC=C(C=C1)S(=O)(=O)NCC1CCC=2NC3=CC=CC=C3C2C1 4-(3-(4-methylpiperazin-1-yl)propoxy)-N-((2,3,4,9-tetrahydro-1H-carbazol-3-yl)methyl)benzenesulfonamide ethyl-bis(2,4-di-t-butyl-6-methylphenyl)phosphite